3-Hexen oxid CCC1C(CC)O1